(3R)-N-[2-cyano-4-fluoro-3-({3-[2-(methylsulfanyl)pyrimidin-5-yl]-4-oxoquinazolin-6-yl}oxy)phenyl]-3-fluoropyrrolidine-1-sulfonamide C(#N)C1=C(C=CC(=C1OC=1C=C2C(N(C=NC2=CC1)C=1C=NC(=NC1)SC)=O)F)NS(=O)(=O)N1C[C@@H](CC1)F